1-octyl-3-methylimidazole N-palmitoylalaninate C(CCCCCCCCCCCCCCC)(=O)N[C@@H](C)C(=O)O.C(CCCCCCC)N1CN(C=C1)C